aluminum-yttrium silicon [Si].[Y].[Al]